((2S,3R,6R)-2,6-Dimethyl-3-(((5-(trifluoromethyl)pyrimidin-2-yl)amino)methyl)morpholino)(4-(5-methoxypyridin-2-yl)-1,5-dimethyl-1H-pyrazol-3-yl)methanone hydrochloride Cl.C[C@@H]1O[C@@H](CN([C@@H]1CNC1=NC=C(C=N1)C(F)(F)F)C(=O)C1=NN(C(=C1C1=NC=C(C=C1)OC)C)C)C